8-(2-Chloro-4-methylphenyl)-9-(2-fluoro-4-((1-(3-fluoropropyl)azetidin-3-yl)methyl)phenyl)-6,7-dihydro-5H-benzo[7]annulen ClC1=C(C=CC(=C1)C)C=1CCCC2=C(C1C1=C(C=C(C=C1)CC1CN(C1)CCCF)F)C=CC=C2